[1-(2-Chlorophenyl)-5-[3-(oxetan-3-yloxy)phenyl]-1H-pyrazol-3-yl]methanol ClC1=C(C=CC=C1)N1N=C(C=C1C1=CC(=CC=C1)OC1COC1)CO